phosphinoaminopyridine PNC1=NC=CC=C1